CC=1N=C(C2=C(N1)C(=NC(=C2)N2CCN(CC2)C(C)=O)C)N[C@H](C)C2=CC(=CC=C2)C(F)(F)F 1-{4-[2,8-dimethyl-4-({(1R)-1-[3-(trifluoromethyl)phenyl]ethyl}amino)pyrido[3,4-d]pyrimidin-6-yl]piperazin-1-yl}ethan-1-one